1-(3,5-difluorobenzyl)-6-(3-(3,6-dihydro-2H-pyran-4-yl)-5H-pyrrolo[2,3-b]pyrazin-5-yl)-2-methyl-1H-imidazo[4,5-b]pyridine FC=1C=C(CN2C(=NC3=NC=C(C=C32)N3C=CC=2C3=NC(=CN2)C=2CCOCC2)C)C=C(C1)F